ClC=1C(=CC2=C(N(C[C@H](N(S2(=O)=O)C)C2CCCCC2)C2=CC=CC=C2)C1)C=1C=C(C(=O)OC)C=C(C1)C(F)(F)F methyl (R)-3-(7-chloro-3-cyclohexyl-2-methyl-1,1-dioxido-5-phenyl-2,3,4,5-tetrahydrobenzo[f][1,2,5]thiadiazepin-8-yl)-5-(trifluoromethyl)benzoate